α-L-rhamnopyranosyl-(1->2)-[β-D-glucopyranosyl-(1->3)]-D-galactose [C@@H]1([C@H](O)[C@H](O)[C@@H](O)[C@@H](O1)C)O[C@@H](C=O)[C@@H](O[C@H]1[C@H](O)[C@@H](O)[C@H](O)[C@H](O1)CO)[C@@H](O)[C@H](O)CO